NC=1C(NC2=C3C=CC=NC3=C(C=C2C1C1=C2C=NNC2=C(C=C1)F)F)=O 3-amino-6-fluoro-4-(7-fluoro-1H-indazol-4-yl)-1H-1,7-phenanthrolin-2-one